n-methyl-L-glutamic acid CN[C@@H](CCC(=O)O)C(=O)O